((4aR,8aS)-1-(4-fluorophenyl)-6-((4-(trifluoromethyl)phenyl)sulfonyl)-4,4a,5,6,7,8,8a,9-octahydro-1H-pyrazolo[3,4-g]isoquinolin-4a-yl)(pyridin-2-yl)methanone Dioctylphosphonat C(CCCCCCC)OP(OCCCCCCCC)=O.FC1=CC=C(C=C1)N1N=CC2=C1C[C@@H]1CCN(C[C@]1(C2)C(=O)C2=NC=CC=C2)S(=O)(=O)C2=CC=C(C=C2)C(F)(F)F